ethyl 2-(3-((6-cyano-2H-indazol-7-yl)oxy)azetidin-1-yl)acetate C(#N)C=1C=CC2=CNN=C2C1OC1CN(C1)CC(=O)OCC